2,4,6-trimethyl-benzoyl-phenylphosphonic acid chloride CC1=C(C(=O)C2=C(C=CC=C2)P(=O)(Cl)Cl)C(=CC(=C1)C)C